C(CCC)C1=NC(=NN1C1=CC=C(C=C1)OC1=CC=C(C=C1)Cl)C1=CC=C(C=C1)OCCOCC 5-Butyl-1-(4-(4-chlorophenoxy)phenyl)-3-(4-(2-ethoxyethoxy)phenyl)-1H-1,2,4-triazole